3-{r-acetyl-7-oxo-2,5,6,7-tetrahydrospiro[furo[2,3-f]isoindole-3,4'-piperidine]-6-yl}piperidine-2,6-dione C(C)(=O)N1CCC2(CC1)COC1=CC=3C(N(CC3C=C12)C1C(NC(CC1)=O)=O)=O